FC1=C(C(=O)OC)C=CC(=C1)NC1=NC=C(C=N1)[C@H]1OC[C@H](C1)OC(NC(C)C)=O methyl 2-fluoro-4-((5-((2S,4S)-4-((isopropylcarbamoyl)oxy)tetrahydrofuran-2-yl)pyrimidin-2-yl)amino)benzoate